BrC1=NC=CC2=C1CC1CCC2N1C(=O)NC1=CC(=C(C=C1)Cl)Cl 1-bromo-N-(3,4-dichlorophenyl)-6,7,8,9-tetrahydro-5H-5,8-epiminocyclohepta[c]pyridine-10-carboxamide